FC1(CC1)CN1[C@@H](C2=CC=C3C(=C2C[C@H]1C)C=NN3)C=3C=CC(=NC3)NC3CN(C3)CCCF 5-((6s,8r)-7-((1-fluorocyclopropyl)methyl)-8-methyl-6,7,8,9-tetrahydro-3H-pyrazolo[4,3-f]isoquinolin-6-yl)-N-(1-(3-fluoropropyl)azetidin-3-yl)pyridin-2-amine